C(C)(C)N1N=C(C(C(=C1)C1=CC=C(C=C1)F)=O)C(=O)O 1-isopropyl-4-oxo-5-p-fluorophenyl-1,4-dihydropyridazine-3-carboxylic acid